4-cyclohexyl-1,1-dimethylpiperazinium hydroxide [OH-].C1(CCCCC1)N1CC[N+](CC1)(C)C